1-((R)-1-(4-bromo-5-methoxypyridin-2-yl)ethyl)-1-ethyl-3-((S)-7,7,7-trifluoro-hept-1-en-4-yl)urea BrC1=CC(=NC=C1OC)[C@@H](C)N(C(=O)N[C@H](CC=C)CCC(F)(F)F)CC